5-fluoro-2-(6-methoxy-2-methyl-1H-benzimidazol-1-yl)-N-(4-methylphenyl)pyrimidine FC=1C=NC(N(C1)C1=CC=C(C=C1)C)N1C(=NC2=C1C=C(C=C2)OC)C